2-(di-2-furyl-phosphino)ferrocene O1C(=CC=C1)P(C=1[CH-]C=CC1)C=1OC=CC1.[CH-]1C=CC=C1.[Fe+2]